NC1=CC=C(C(=N1)C=1C=C(C=CC1F)CC(C(=O)OC(C)(C)C)(C)C)F tert-butyl 3-(3-(6-amino-3-fluoropyridin-2-yl)-4-fluorophenyl)-2,2-dimethylpropanoate